N-(8-(((R)-pyrrolidin-3-yl)methyl)-1-oxa-8-azaspiro[4.5]decane-3-yl)ethanesulfonamide hydrochloride Salt Cl.N1C[C@@H](CC1)CN1CCC2(CC(CO2)NS(=O)(=O)CC)CC1